N-(2-(2-hydroxyethoxy)ethyl)amine OCCOCCN